(R)-N-(5-((4-chlorobenzyl)oxy)-1,3,4-thiadiazol-2-yl)-2-(6-oxohexahydropyrrolo-[1,2-a]pyrazin-2(1H)-yl)nicotinamide ClC1=CC=C(COC2=NN=C(S2)NC(C2=C(N=CC=C2)N2C[C@@H]3N(CC2)C(CC3)=O)=O)C=C1